(2S)-2-[(tert-butoxycarbonyl)amino]-3-{3-[(dihydroxyboranyl)methoxy]-2-fluorophenyl}propanoic acid C(C)(C)(C)OC(=O)N[C@H](C(=O)O)CC1=C(C(=CC=C1)OCB(O)O)F